CC(C)(C=CCCCCC)C 2,2-dimethylnonene